COC(=O)C1(NC[C@@H](C1)O[Si](C1=CC=CC=C1)(C1=CC=CC=C1)C(C)(C)C)CCCCl (4R)-4-((tert-butyldiphenylsilyl)oxy)-2-(3-chloropropyl)pyrrolidine-2-carboxylic acid methyl ester